C(C)NC1=CC(=CC(=N1)N1C(C2=CC(=CC(=C2C1)C(F)(F)F)CN1C[C@H](CCC1)C)=O)C1(CC(C1)C)C1=NN=CN1C 2-[6-(ethylamino)-4-[(1r,3s)-3-methyl-1-(4-methyl-1,2,4-triazol-3-yl)cyclobutyl]pyridin-2-yl]-6-{[(3S)-3-methylpiperidin-1-yl]methyl}-4-(trifluoromethyl)-3H-isoindol-1-one